C[C@@H]1[C@H](NCC1)C(=O)O (2s,3s)-3-METHYLPYRROLIDINE-2-CARBOXYLIC ACID